C(C)(C)(C)C1=C(C(=CC=C1)C(C)(C)C)O 2,6-di-(tert-butyl)phenol